n-Butyl-benzisothiazolinon C(CCC)C1=NS(C2=C1C=CC=C2)=O